C1(CC1)COC([C@@H](CC=1C=NC=CC1)N)=O (2R)-2-amino-3-(pyridin-3-yl)propionic acid cyclopropylmethyl ester